(2S,4r)-1-[(2S)-3,3-dimethyl-2-[4-[(p-tolylsulfonylamino)methyl]triazol-1-yl]butyryl]-4-hydroxy-N-methyl-pyrrolidine-2-carboxamide CC([C@@H](C(=O)N1[C@@H](C[C@H](C1)O)C(=O)NC)N1N=NC(=C1)CNS(=O)(=O)C1=CC=C(C=C1)C)(C)C